methacryloxypropyl-TRIS(trimethylsiloxy)silane C(C(=C)C)(=O)OCCC[Si](O[Si](C)(C)C)(O[Si](C)(C)C)O[Si](C)(C)C